N-((S)-2-((S)-2,2-difluorocyclopropyl)-4-methyl-5-oxo-5,6,7,8-tetrahydro-4H-pyrazolo[1,5-a][1,3]diazepin-6-yl)-1-(4-fluorobenzyl)-1H-1,2,4-triazole-3-carboxamide FC1([C@@H](C1)C1=NN2C(N(C([C@H](CC2)NC(=O)C2=NN(C=N2)CC2=CC=C(C=C2)F)=O)C)=C1)F